S1C(=CC=C1)C1=C(C(=O)O)C=C(C(=C1)C(=O)O)C=1SC=CC1 2,5-Dithiophen-2-yl-terephthalic acid